C(C)OC(C=C)=O acrylic acid ethylester